ClC=1C=C(C=CC1F)[C@@H](CO)N1C(C=C(C=C1)C=1C=C2C(=NNC2=CC1)C=1C=NN(C1)C(F)F)=O (S)-1-(1-(3-chloro-4-fluorophenyl)-2-hydroxyethyl)-4-(3-(1-(difluoromethyl)-1H-pyrazol-4-yl)-1H-indazol-5-yl)pyridin-2(1H)-one